5-[5-[2-(difluoromethyl)cyclopropyl]-6-methyl-pyridazin-3-yl]-1H-pyrimidine-2,4-dione FC(C1C(C1)C=1C=C(N=NC1C)C=1C(NC(NC1)=O)=O)F